C1(CC1)CNC1=NC=C(C=C1)C=1C(=NN(C1)C1=CC(=NC=C1)CCC)C N-(cyclopropylmethyl)-5-(3-methyl-1-(2-propylpyridin-4-yl)-1H-pyrazol-4-yl)pyridin-2-amine